methyl (2,5-dimethoxyphenyl)acetate COC1=C(C=C(C=C1)OC)CC(=O)OC